CC=1C=[N+](C=CC1)CCO 3-methyl-1-(2-hydroxyethyl)pyridinium